2-(1-hydroxyethyl)-4-phenoxyphenyl triflate O(S(=O)(=O)C(F)(F)F)C1=C(C=C(C=C1)OC1=CC=CC=C1)C(C)O